(+/-)-ethyl 2-(trans-4-((2-(trifluoromethyl)pyridin-4-yl)oxy)cyclohexyl)propanoate FC(C1=NC=CC(=C1)O[C@@H]1CC[C@H](CC1)[C@H](C(=O)OCC)C)(F)F |&1:15|